C(C1=CC=CC=C1)[C@@]1([C@]([C@@H](O)O[C@@H]1C(O)CC1=CC=CC=C1)(O)C)O 3,5-dibenzyl-2-C-methyl-alpha-D-ribofuranose